((2-bromo-6-methylpyridin-3-yl)amino)-2-ethyl-3,6-dimethyl-8,9-dihydrobenzo[de]pyrazolo[4,5,1-ij][1,7]naphthyridin-4(3H)-one BrC1=NC(=CC=C1NC1=C(C=C2CCN3C4=C(N(C(C1=C24)=O)C)C(=N3)CC)C)C